(15R)-5-(2-chloro-6-morpholino-4-pyridyl)-15-methyl-11-thia-6,14,17-triazatetracyclo[8.8.0.0^2,7.0^12,18]octadeca-1(10),2(7),3,5,8,12(18)-hexaen-13-one ClC1=NC(=CC(=C1)C=1C=CC=2C=3C=4NC[C@H](NC(C4SC3C=CC2N1)=O)C)N1CCOCC1